O1C(OCCC2=C1C=CC=C2)C2=CC(=C(C=C2)O)OC 4-(4,5-dihydro-2H-1,3-benzodioxepin-2-yl)-2-methoxyphenol